FC=1C=C(C=CC1OC1=C2C(=NC=C1)NC(N2C(C)C)=O)C2=NN(C(=C2C(=O)N)C(F)(F)F)C2=NC=CC=N2 (3-fluoro-4-((1-isopropyl-2-keto-2,3-dihydro-1H-imidazo[4,5-b]pyridin-7-yl)oxy)phenyl)-1-(pyrimidin-2-yl)-5-(trifluoromethyl)-1H-pyrazole-4-carboxamide